C(C)(C)(C)N1C(CCC1)=O t-butylpyrrolidone